N-[(2S,3R)-4,4-difluoro-2-[(2-fluoro-3'-methoxy[1,1'-biphenyl]-3-yl)methyl]-1-(1-hydroxycyclobutane-1-carbonyl)-pyrrolidin-3-yl]ethanesulfonamide FC1([C@@H]([C@@H](N(C1)C(=O)C1(CCC1)O)CC=1C(=C(C=CC1)C1=CC(=CC=C1)OC)F)NS(=O)(=O)CC)F